2-((1-(2,6-difluorophenyl)cyclopropyl)amino)thiazole-5-carbohydrazide FC1=C(C(=CC=C1)F)C1(CC1)NC=1SC(=CN1)C(=O)NN